C1(=CC=CC=C1)C(C(=O)NC=1SC(=C(C1C(=O)NCC1=CC=C(C=C1)Cl)C)C(=O)N)CC 2-(2-phenylbutanamido)-N3-(4-chlorobenzyl)-4-methylthiophene-3,5-dicarboxamide